4,6-dichloro-N-[1-(2,3-difluorophenyl)-1-methyl-ethyl]-1,3,5-triazin-2-amine ClC1=NC(=NC(=N1)Cl)NC(C)(C)C1=C(C(=CC=C1)F)F